COCCOC=1C=C(C=CC1OC1=CC=CC=C1)N1C(N(C(NC1=O)=O)C1=CC=C(C=C1)C)=O 1-[3-(2-methoxyethoxy)-4-phenoxyphenyl]-3-(4-methylphenyl)-1,3,5-triazinane-2,4,6-trione